rac-trans-ethyl-2-(3,3,3-trifluoropropyl)cyclopropane-1-carboxylate C(C)OC(=O)[C@H]1[C@@H](C1)CCC(F)(F)F |r|